Tert-butyl (1S,2S,5R)-2-(((tert-butyldimethylsilyl)oxy)methyl)-3-(2,5,7-trichloro-8-fluoropyrido[4,3-d]pyrimidin-4-yl)-3,8-diazabicyclo[3.2.1]octane-8-carboxylate [Si](C)(C)(C(C)(C)C)OC[C@@H]1[C@@H]2CC[C@H](CN1C=1C3=C(N=C(N1)Cl)C(=C(N=C3Cl)Cl)F)N2C(=O)OC(C)(C)C